CN1N=C2C=CC=C(C2=C1)C1=NN(C2=C(C=CC=C12)C)C=1C=CC(=NC1)N1CCN(CC1)C(=O)OC(C)(C)C tert-butyl 4-(5-{2',7-di-methyl-1H,2'H-[3,4'-biindazol]-1-yl}pyridin-2-yl)piperazine-1-carboxylate